O=C1NC(CCC1C1=NN(C2=C(C=CC=C12)N1CCC(CC1)CN1[C@@H](CN(CC1)C(=O)OC(C)(C)C)CO)C)=O tert-butyl (3S)-4-((1-(3-(2,6-dioxopiperidin-3-yl)-1-methyl-1H-indazol-7-yl)piperidin-4-yl)methyl)-3-(hydroxymethyl)piperazine-1-carboxylate